C(#C)C1=CC=C(C(=O)OCCCC)C=C1 butyl 4-ethynylbenzoate